FC([C@@H]1C[C@H](C1)C=1C2=C(N=CN1)N=CC=C2)(F)F 4-(trans-3-(trifluoromethyl)cyclobutyl)pyrido[2,3-d]pyrimidine